methyl N-[4-methyl-5-({4-[(2S)-2-({8-[methyl(2,2,2-trifluoroethyl)carbamoyl]quinazolin-4-yl}amino)propyl]piperazin-1-yl} sulfonyl)-1,3-thiazol-2-yl]carbamate CC=1N=C(SC1S(=O)(=O)N1CCN(CC1)C[C@H](C)NC1=NC=NC2=C(C=CC=C12)C(N(CC(F)(F)F)C)=O)NC(OC)=O